5-(pyridin-4-yl)-1H-pyrazol-3-amine N1=CC=C(C=C1)C1=CC(=NN1)N